C(CCC)N(C(O)=O)[C@H]1CN(CC1)C=1C=NNC(C1Cl)=O.[N+](=O)([O-])C1=[N+](ON=C1C1=[N+](ON=C1C=1C(=[N+](ON1)[O-])[N+](=O)[O-])[O-])[O-] 3,4-bis(3-nitrofuroxan-4-yl)furoxan butyl-(R)-(1-(5-chloro-6-oxo-1,6-dihydropyridazin-4-yl)pyrrolidin-3-yl)carbamate